FC1=C(C=CC=C1)NC(=O)C1C(N(CC1C1=CC=C(C=C1)F)C)=O N-(2-fluorophenyl)-4-(4-fluorophenyl)-1-methyl-2-oxo-pyrrolidine-3-carboxamide